4-(5-bromo-4-(((tert-butyldimethylsilyl)oxy)methyl)-1-((2-(trimethylsilyl)ethoxy)methyl)-1H-pyrazol-3-yl)pyridine BrC1=C(C(=NN1COCC[Si](C)(C)C)C1=CC=NC=C1)CO[Si](C)(C)C(C)(C)C